N1C(=NC2=C1C=CC=C2)C2=CC(=NN2C)NC(=O)C=2C=NC(=CC2)N2CC1NC(C2)C1 N-[5-(1H-benzimidazol-2-yl)-1-methyl-pyrazol-3-yl]-6-(3,6-diazabicyclo[3.1.1]heptan-3-yl)pyridine-3-carboxamide